FC1=CC(=CC2=CN(N=C12)C)C1=CC=C2C(N(C=NC2=C1)C1CCN(CC1)C)=O 7-(7-fluoro-2-methyl-2H-indazol-5-yl)-3-(1-methylpiperidin-4-yl)quinazolin-4(3H)-one